chloromethyl-nicotinic acid methyl ester COC(C1=C(N=CC=C1)CCl)=O